[N+](=O)([O-])C1=C(C)C(=CC(=C1Cl)Cl)C(F)(F)F 2-nitro-3,4-dichloro-6-trifluoromethyl-toluene